C1CCC2=C(C=3CCCC3C=C12)NC(=O)NS(=O)(=O)C1=CC(=C(C=C1)CCCB1OC(C(O1)(C)C)(C)C)OC N-((1,2,3,5,6,7-hexahydro-s-indacen-4-yl)carbamoyl)-3-methoxy-4-(3-(4,4,5,5-tetramethyl-1,3,2-dioxaborolan-2-yl)propyl)benzenesulfonamide